tert-butyl cis-7-(trifluoromethyl)-2,3,4,4a,5,9b-hexahydro-1H-indeno[1,2-b]pyridine-1-carboxylate FC(C=1C=C2C[C@@H]3[C@@H](N(CCC3)C(=O)OC(C)(C)C)C2=CC1)(F)F